O[C@@]1(C[C@@H](CCC1)NC1=NC(=NC=C1C(=O)N)N[C@H]1CC=2C=CC=NC2CC1)C 4-((1R,3S)-3-hydroxy-3-methylcyclohexylamino)-2-((R)-5,6,7,8-tetrahydroquinolin-6-ylamino)pyrimidine-5-carboxamide